ClC=1C(=NC(=NC1)NC1=CC=C(C=C1)CN1CC(CC1)N(C)C)NC1=C(C=CC=C1)S(=O)(=O)N(C)C 2-((5-chloro-2-((4-((3-(dimethylamino)pyrrolidin-1-yl)methyl)phenyl)amino)pyrimidin-4-yl)amino)-N,N-dimethylbenzenesulfonamide